C(C1=CC=CC=C1)OC1=NC(=CC=C1N1C(N(C2=C1C=CC(=C2)C2=CCN(CC2(F)F)C2CC(C2)C(=O)O)C)=O)OCC2=CC=CC=C2 3-(4-(1-(2,6-bis(benzyloxy)pyridin-3-yl)-3-methyl-2-oxo-2,3-dihydro-1H-benzo[d]imidazol-5-yl)-5,5-difluoro-5,6-dihydropyridin-1(2H)-yl)cyclobutanecarboxylic acid